2-hydroxyethyltrimethyl-ammonium OCC[N+](C)(C)C